Cl.NCC=1C=C(C(=O)N2CCC(CC2)(O)C(C)N2C=NC3=C(C2=O)C=NN3C3=CC=C(C=C3)F)C=CC1 5-{1-(1-(3-(aminomethyl)benzoyl)-4-hydroxypiperidin-4-yl)ethyl}-1-(4-fluorophenyl)-1H-pyrazolo[3,4-d]pyrimidin-4(5H)-one hydrochloride